[O-]S(=O)(=O)C(F)(F)F.C(C)(C)(C)C=1C(=C(C=CC1)[I+]C1=CC=CC=C1)C(C)(C)C di-tert-butyl-diphenyliodonium triflate